ethyl-(endo)-5-norbornene-2,3-dicarboxylic anhydride C(C)C12C3C(C(C=C1)C2)C(=O)OC3=O